ClC1=NN(C(=C1O)C(=O)O)C 3-Chloro-4-hydroxy-1-methyl-1H-pyrazole-5-carboxylic acid